1,4,7,10-tetraazacyclododecane-1,4,7,10-tetraacetic acid dysprosium [Dy].N1(CCN(CCN(CCN(CC1)CC(=O)O)CC(=O)O)CC(=O)O)CC(=O)O